C1(CCCCC1)CCC1C2CCCC(C1)C2 6-(2-cyclohexylethyl)bicyclo[3.2.1]octane